N-[(4S)-chroman-4-yl]-8-(2,3-dichlorophenyl)-4-(morpholin-4-yl)-1,5-naphthyridine-3-carboxamide O1CC[C@@H](C2=CC=CC=C12)NC(=O)C=1C=NC2=C(C=CN=C2C1N1CCOCC1)C1=C(C(=CC=C1)Cl)Cl